C1(CCC1)CN1C(=NC2=C1C=C(C=C2)C(=O)O)CN2[C@H](C[C@H](CC2)OC2=NC(=NC=C2)COC2=C(C=C(C=C2)F)F)C 1-(Cyclobutylmethyl)-2-(((2S,4S)-4-((2-((2,4-difluorophenoxy)methyl)pyrimidin-4-yl)oxy)-2-methylpiperidin-1-yl)methyl)-1H-benzo[d]imidazole-6-carboxylic acid